methyl 2-(4-chloro-phenoxy)-3-methylbutyrate ClC1=CC=C(OC(C(=O)OC)C(C)C)C=C1